FC1=C(C(=O)NS(=O)(=O)CC2COCC2)C=CC=C1 2-fluoro-N-[(oxolan-3-yl)methanesulfonyl]benzamide